3-fluoro-2-isopropyl-5-(4-methylquinolin-7-yl)phenyl dihydrogen phosphate P(=O)(OC1=C(C(=CC(=C1)C1=CC=C2C(=CC=NC2=C1)C)F)C(C)C)(O)O